(3-acetamido-5-methoxyphenoxy)-N,N-dimethylquinoline-6-carboxamide C(C)(=O)NC=1C=C(OC2=NC3=CC=C(C=C3C=C2)C(=O)N(C)C)C=C(C1)OC